COC(\C(=C\C)\N)=O aminocrotonic acid methyl ester